[N-](S(=O)(=O)C(F)(F)F)S(=O)(=O)C(F)(F)F.C(C)CC=1NC(=C(N1)C)C ethyl-trimethyl-imidazole bis(trifluoromethanesulfonyl)imide salt